(R)-1-((9H-fluoren-9-yl)methyl) 4-tert-butyl 2-(hydroxymethyl)piperazine-1,4-dicarboxylate OC[C@@H]1N(CCN(C1)C(=O)OC(C)(C)C)C(=O)OCC1C2=CC=CC=C2C=2C=CC=CC12